(R)-1-((R)-7-Cyclopropyl-7,8-dihydro-6H-pyrimido[5,4-b][1,4]oxazin-4-yl)-N-methylpyrrolidin-3-amine C1(CC1)[C@H]1NC2=C(OC1)C(=NC=N2)N2C[C@@H](CC2)NC